5-Methyl-6-oxo-1,6-dihydropyridine-3-sulfonylchloride CC1=CC(=CNC1=O)S(=O)(=O)Cl